C(C)C=1C=2C3=CN=C(C(O[C@@H](C4=CC(=CC=C4C4=NN(C=C4CC2N(N1)C)C)F)C)=C3)N (19R)-3-ethyl-16-fluoro-5,10,19-trimethyl-20-oxa-4,5,10,11,23-pentaazapentacyclo[19.3.1.02,6.08,12.013,18]pentacosa-1(24),2(6),3,8,11,13,15,17,21(25),22-decaen-22-amine